FC(C1=C(C=C(C=C1)C(F)(F)F)S(=O)(=O)NC=1C(=C(C=CC1)C=1N=C(SC1C1=NC(=NC=C1)NCCCCC(=O)O)C(C)(C)C)F)(F)F 5-((4-(4-(3-((2,5-bis(trifluoromethyl)phenyl)sulfonamido)-2-fluorophenyl)-2-(tert-butyl)thiazol-5-yl)pyrimidin-2-yl)amino)pentanoic acid